C1(CCCCC1)C=1CC2C(CC1)C(=O)OC2=O 4-cyclohexyl-4-cyclohexene-1,2-dicarboxylic acid anhydride